CC1=NC(=NC(=N1)N1CCOCC1)C1=C(C=CC(=C1)NC(=O)N1CCOCC1)S(=O)(=O)O 2-[4-methyl-6-(4-morpholinyl)-1,3,5-triazin-2-yl]-4-[(4-morpholinylcarbonyl)amino]benzenesulfonic acid